C(C)OC(=O)C1CCN(CC1)C(CC1=CC=C(C=C1)N(CC1=CC(=CC=C1)F)C(C1=CC(=CC=C1)OC)=O)=O 1-(2-(4-(N-(3-fluorobenzyl)-3-methoxybenzoylamino)phenyl)acetyl)piperidine-4-carboxylic acid ethyl ester